C(CC)OC(=O)N1CCN(CC1)C1=CC=C(C=C1)NCCC1=CC=CC=C1 4-(4-(Phenylethylamino)phenyl)piperazine-1-carboxylic acid propyl ester